FC1=C(C=CC(=C1)F)C1=NOC(=C1)CO[C@@H]([C@@](CN1N=CN=C1)(O)C1=C(C=C(C=C1)F)F)C (2R,3R)-3-((3-(2,4-difluorophenyl)isoxazol-5-yl)-methoxy)-2-(2,4-difluorophenyl)-1-(1H-1,2,4-triazol-1-yl)butan-2-ol